3-(dimethylamino)benzamide CN(C=1C=C(C(=O)N)C=CC1)C